NCC1=CC=C(C=C1)NC(=O)C1=CC2=C(OCCC3=C2SC=C3)C=C1C=1C(=NC(=CC1)C(NCCOC)=O)C(=O)O 3-(9-((4-(aminomethyl)phenyl)carbamoyl)-4,5-dihydrobenzo[b]thieno[2,3-d]oxepin-8-yl)-6-((2-methoxyethyl)carbamoyl)picolinic acid